acryloxypropyl-diethoxymethyl-silane tert-butyl-(3-{4-[3-(trifluoromethoxy)propyl]-1H-pyrazol-1-yl}bicyclo[1.1.1]pentan-1-yl)carbamate C(C)(C)(C)N(C(O)=O)C12CC(C1)(C2)N2N=CC(=C2)CCCOC(F)(F)F.C(C=C)(=O)OCCC[SiH2]C(OCC)OCC